ClC1=NC=CC2=C1C=CN2C(C(=O)O)C 2-(4-chloro-1H-pyrrolo[3,2-c]pyridin-1-yl)propanoic acid